N-[(1S)-3-cyano-1,5,5-trimethyl-4-oxocyclohex-2-en-1-yl]-N-methyl-2-(trifluoromethyl)furan-3-carboxamide C(#N)C1=C[C@@](CC(C1=O)(C)C)(C)N(C(=O)C1=C(OC=C1)C(F)(F)F)C